tert-Butyl 2-[7-cyano-3-(methylamino) imidazo[1,2-a]pyridin-2-yl]-4H,5H,6H,7H-furo[3,2-c]pyridine-5-carboxylate C(#N)C1=CC=2N(C=C1)C(=C(N2)C2=CC=1CN(CCC1O2)C(=O)OC(C)(C)C)NC